C1N(CC12CCC2)S(=O)(=O)Cl 2-azaspiro[3.3]heptane-2-sulfonyl chloride